(R)-N-(4-(chlorodifluoromethoxy)phenyl)-5-((3-cyanopyridin-2-yl)amino)-6-(3-hydroxypyrrolidin-1-yl)nicotinamide ClC(OC1=CC=C(C=C1)NC(C1=CN=C(C(=C1)NC1=NC=CC=C1C#N)N1C[C@@H](CC1)O)=O)(F)F